N-(4-Amino-1-tetrahydropyran-2-yl-pyrazolo[4,3-c]pyridin-7-yl)-2-oxo-2-[rac-(2R,5S)-2-[2-[4-(dimethylamino)cyclohexyl]-1,3-benzothiazol-5-yl]-5-methyl-1-piperidyl]acetamide NC1=NC=C(C2=C1C=NN2C2OCCCC2)NC(C(N2[C@H](CC[C@@H](C2)C)C=2C=CC1=C(N=C(S1)C1CCC(CC1)N(C)C)C2)=O)=O |r|